methyl 3-chloro-1H-indazole-5-carboxylate ClC1=NNC2=CC=C(C=C12)C(=O)OC